CC1=C(C2=CC3=C(C(=C([N-]3)C=C4[C@@](C(=O)C(=N4)C=C5[C@@](C(=O)C(=N5)C=C1[N-]2)(C)CC(=O)[O-])(C)CC(=O)[O-])C)/C=C/C(=O)[O-])CCC(=O)[O-].[Fe] The molecule is a cyclic tetrapyrrole anion arising from deprotonation of the four carboxy groups of ferroheme d1; major species at pH 7.3. It is a cyclic tetrapyrrole anion and a tetracarboxylic acid anion. It is a conjugate base of a ferroheme d1.